BrCCCCCC(=O)N(CCCCCCCC)CCCCCCCC 6-bromo-N,N-dioctylhexanamide